thiophosphorous amide (phosphorthioamidite) P(O)(N)S.P(N)(S)O